C(=O)(OCC)C1=CC=C(C=C1)C(C(C)(C)O)=O 1-(4-carboethoxyphenyl)-2-hydroxy-2-methylpropane-1-one